Methyl 3-(5-fluoro-3-pyridinyl)-2-methyl-3-oxo-propanoate FC=1C=C(C=NC1)C(C(C(=O)OC)C)=O